N1=C(C=CC=C1)CNCCNCC1=NC=CC=C1 N,N'-bis(pyridin-2-yl)methyl-1,2-ethylenediamine